1-(5-chlorothiophen-3-yl)azetidine-3-carboxylic acid ClC1=CC(=CS1)N1CC(C1)C(=O)O